NC1=CC=C(C=N1)S(=O)(=O)NC(=O)C=1C(=NC(=CC1)C(C)(C)C)C1=CC=C(C=C1)C N-[(6-Amino-3-pyridyl)sulfonyl]-6-tert-butyl-2-(p-tolyl)pyridin-3-carboxamid